C(C=C)OCCOCCC#N 3-{[2-(prop-2-enyloxy)ethyl]oxy}propionitrile